1-isopropyl-3-quinolin-3-ylthiourea C(C)(C)NC(=S)NC=1C=NC2=CC=CC=C2C1